N1(CCNCC1)C=1C=CC=2N(C(C=C(N2)C=2C=C3C(=NC2)NC=C3)=O)C1 7-(piperazin-1-yl)-2-(1H-pyrrolo[2,3-b]pyridin-5-yl)-4H-pyrido[1,2-a]pyrimidin-4-one